OC(CN(C(CC1=CC(=NC=C1)C(F)(F)F)=O)CCC)C=1C=NC=CC1 N-[2-hydroxy-2-(3-pyridyl)ethyl]-N-propyl-2-[2-(trifluoromethyl)-4-pyridyl]acetamide